COC(=O)C=1OC(=NN1)C1=CC(=NC=C1)Cl 5-(2-chloropyridin-4-yl)-1,3,4-oxadiazole-2-carboxylic acid methyl ester